ClC=1C=NC(=C(C(=O)NC2CCC(CC2)CN2C(N(C=3C2=NC=CC3)C3=C(C=CC=C3)Cl)=O)C1)C(F)(F)F 5-chloro-N-((1r,4r)-4-((1-(2-chlorophenyl)-2-oxo-1H-imidazo[4,5-b]pyridin-3(2H)-yl)methyl)cyclohexyl)-2-(trifluoro-methyl)nicotinamide